NC1=NC=CC2=C1C(=CN2C2CC2)C2=CC=C(C=1N2C=CN1)NC(=O)NC1=CC(=C(C=C1)CN1CCN(CC1)C)C(F)(F)F 1-(5-(4-amino-1-cyclopropyl-1H-pyrrolo[3,2-c]pyridin-3-yl)imidazo[1,2-a]pyridin-8-yl)-3-(4-((4-methylpiperazin-1-yl)methyl)-3-(trifluorometh-yl)phenyl)urea